FC(S(=O)(=O)OCC1CCN(CC1)C(=O)OC(C)(C)C)(F)F tert-butyl 4-(trifluoromethylsulfonyloxymethyl)piperidine-1-carboxylate